2-Hydroxy-N-(2,3,5,6-tetrafluoro-4'-(trifluoromethyl)-[1,1'-biphenyl]-4-yl)pyrazolo[1,5-a]pyridine-3-carboxamide OC1=NN2C(C=CC=C2)=C1C(=O)NC1=C(C(=C(C(=C1F)F)C1=CC=C(C=C1)C(F)(F)F)F)F